2-ethyl-9,10-bis(tert-butoxycarbonylbutylene)anthracene C(C)C1=CC2=C(C3=CC=CC=C3C(=C2C=C1)CCCCC(=O)OC(C)(C)C)CCCCC(=O)OC(C)(C)C